N-[(2S,3R)-2-[(3'-chloro-2,2'-difluoro[1,1'-biphenyl]-3-yl)methyl]-4,4-difluoro-1-(oxetane-2-carbonyl)pyrrolidin-3-yl]methanesulfonamide ClC=1C(=C(C=CC1)C1=C(C(=CC=C1)C[C@@H]1N(CC([C@@H]1NS(=O)(=O)C)(F)F)C(=O)C1OCC1)F)F